C1(=CC=CC=C1)CS(=O)(=O)NC1=C(C(=C(C=C1F)C1=NC=2C=NC(=NC2N(C1=O)C(C)C)N[C@@H]1CNC[C@H](C1)F)F)F 1-phenyl-N-(2,3,6-trifluoro-4-(2-(((3S,5S)-5-fluoropiperidin-3-yl)-amino)-8-isopropyl-7-oxo-7,8-dihydropteridin-6-yl)phenyl)-methanesulfonamide